tert-butyl (trans-2-hydroxy-5-methylcyclopentyl)carbamate OC1C(C(CC1)C)NC(OC(C)(C)C)=O